4,5-difluoro-2H-1,2,3-diazaborole FC1=BNN=C1F